COC(=O)[C@@H]1CC=C[C@H](C1)N(S(=O)(=O)C1=CC=C(C=C1)[N+](=O)[O-])C(=O)OC(C)(C)C (1R,5S)-5-[tert-Butoxycarbonyl-(4-nitrophenyl)sulfonyl-amino]-cyclohex-3-ene-1-carboxylic acid methyl ester